FC=1C=C(C=CC1)N1C(=C(C2=C1C=C1C=NN(C1=C2)C(C(C)(C)C)=O)I)C2CCOCC2 1-(5-(3-Fluorophenyl)-7-iodo-6-(tetrahydro-2H-pyran-4-yl)pyrrolo[2,3-f]indazol-1(5H)-yl)-2,2-dimethylpropan-1-one